CN1C(OC2=C1C=C(C=C2)OC2=C1CCC(C1=CC=C2[N+](=O)[O-])OP(=O)(N2CC2)N2CC2)=O Bis(aziridin-1-yl)phosphinic acid 4-((3-methyl-2-oxo-2,3-dihydrobenzo[d]oxazol-5-yl) oxy)-5-nitro-2,3-dihydro-1H-inden-1-yl ester